N(=C=O)C(CCCCCCCN=C=O)C 1,8-diisocyanato-methyl-octane